N(=[N+]=[N-])CC(=O)N[C@@H]1C(O)O[C@@H]([C@H]([C@@H]1O)O)CO N-Azidoacetylmannosamin